OC1(CC(C1)C(=O)N1CC2(C1)CCC(CC2)C2=CC(=CC=C2)C(C)C)C ((1s,3s)-3-hydroxy-3-methylcyclobutyl)(7-(3-isopropylphenyl)-2-azaspiro[3.5]Non-2-yl)methanone